ClC1=C(C=CC2=C1C(=N[C@H](C=1N2N=C(N1)C=O)C)C1=C(C=CC=C1F)F)Cl (4S)-7,8-dichloro-6-(2,6-difluorophenyl)-4-methyl-4H-[1,2,4]triazolo[1,5-a][1,4]benzodiazepine-2-carbaldehyde